2-((2-ethoxyphenoxy)methyl)-morpholine hydrochloride Cl.C(C)OC1=C(OCC2CNCCO2)C=CC=C1